ClC1=CC=C(O[C@H](C(=O)NOC(C)C)C)C=C1 (2S)-2-(4-chlorophenoxy)-N-(propan-2-yloxy)propanamide